iodoacetaldehyde n-butyl 5,5-dimethyl-2-cyclopentenyl acetal CC1(CC=CC1OC(CI)OCCCC)C